C(C)(C)(C)[Si](Cl)(C)C tert-Butyl-1-chlorodimethylsilane